O=C([C@H](C[C@H]1C(NCC1)=O)NC(OC(C)(C)C)=O)C1=NC2=C(N1COCC[Si](C)(C)C)C=CC=C2 tert-butyl N-[(2S)-1-oxo-3-[(3S)-2-oxopyrrolidin-3-yl]-1-(1-{[2-(trimethylsilyl)ethoxy]methyl}-1,3-benzodiazol-2-yl)propan-2-yl]carbamate